C(C)OC1=CC(=C(C(=O)N2C[C@H](N(CC2)C=2C(=NC(=CC2)C2=C(C=CC=C2)OCC)C#N)CC)C=C1)C(F)(F)F (R)-3-(4-(4-ethoxy-2-(trifluoromethyl)benzoyl)-2-ethyl-piperazin-1-yl)-6-(2-ethoxyphenyl)picolinonitrile